[Na+].N1=CC(=CC=C1)C(=O)[O-] Pyridine-3-carboxylic acid sodium salt